ClC1=CC2=C(N(C([C@@H](N=C2C2=CC=CC=C2)CC2CC2)=O)CC(=O)O)C=C1 (S)-2-(7-chloro-3-(cyclopropylmethyl)-2-oxo-5-phenyl-2,3-dihydro-1H-benzo[e][1,4]diazepin-1-yl)acetic acid